(S)-3-(isoxazolidin-3-yl)-N,N-Dimethylbenzamide O1N[C@@H](CC1)C=1C=C(C(=O)N(C)C)C=CC1